1-(2,4,5-trifluorobenzyl)-6-chloro-3-((2-oxopyrrolidin-3-yl)methyl)pyrimidine-2,4(1h,3h)-dione FC1=C(CN2C(N(C(C=C2Cl)=O)CC2C(NCC2)=O)=O)C=C(C(=C1)F)F